1-(1,3-benzodioxol-5-ylethyl)guanidine O1COC2=C1C=CC(=C2)CCNC(=N)N